1,1-dioxothiolane O=S1(CCCC1)=O